BrC=1C=C2C(=CNC2=CC1)CC1=C(C=C(C(=O)NCCCCCCC(=O)NO)C=C1)OC 4-((5-bromo-1H-indol-3-yl)methyl)-N-(7-(hydroxyamino)-7-oxoheptyl)-3-methoxybenzamide